FC(OC=1C=CC(=NC1)N1C[C@H]2[C@@H](CC1)N(CC2)C=2C1=C(N(C(C2C#N)=O)C)SC(=N1)C)(F)F 7-[(3aS,7aR)-5-[5-(trifluoromethoxy)pyridin-2-yl]-octahydro-1H-pyrrolo[3,2-c]pyridin-1-yl]-2,4-dimethyl-5-oxo-4H,5H-[1,3]thiazolo[5,4-b]pyridine-6-carbonitrile